C[C@@]1(N(C=2N(C(C=C(N2)N2[C@@H](COCC2)C)=O)C1)CC1=NC(=NO1)C)C(F)(F)F (S)-2-Methyl-7-((R)-3-methylmorpholin-4-yl)-1-(3-methyl-[1,2,4]oxadiazol-5-yl-methyl)-2-trifluoromethyl-2,3-dihydro-1H-imidazo[1,2-a]-pyrimidin-5-one